C1(=CC=CC=C1)C1=NC(=NC(=N1)C1=CC=CC=C1)C1=CC=CC2=C1C1=C(O2)C=CC(=C1)C=1C=CC=2NC3=CC=CC=C3C2C1 3-[9-(4,6-diphenyl-[1,3,5]triazin-2-yl)dibenzofuran-2-yl]-9H-carbazole